BrCCN1C=CC2=CC=CC=C12 1-(2-bromoethyl)indole